[4-(difluoromethoxy)phenyl]-5,7-difluoro-1H-indole FC(OC1=CC=C(C=C1)N1C=CC2=CC(=CC(=C12)F)F)F